The molecule is any polyprenylhydroquinone having a polyprenyl moiety at position 2 and a methyl group at position 3.. It has a role as an Escherichia coli metabolite. It is a polyprenylhydroquinone and a naphthohydroquinone. CC1=C(C2=CC=CC=C2C(=C1CC=C(C)C)O)O